N=1N(N=CC1)C=1C=CC(=NC1)CC=1OC=C(N1)C(=O)NC1COC1 2-((5-(2H-1,2,3-triazol-2-yl)pyridin-2-yl)methyl)-N-(oxetan-3-yl)oxazole-4-carboxamide